4,5-dimethoxy-2-nitrobenzoyl octyl sulfide C(CCCCCCC)SC(C1=C(C=C(C(=C1)OC)OC)[N+](=O)[O-])=O